The molecule is an aminonicotinic acid in which the amino group is situated at position 2 of the pyridine ring. It has a role as a metabolite. It is an aminopyridine and an aminonicotinic acid. It derives from a nicotinic acid. C1=CC(=C(N=C1)N)C(=O)O